5-(3,5-dimethylisoxazol-4-yl)-1-(3-fluorobenzyl)-3-methyl-1,3-dihydro-2H-benzo[d]imidazol-2-one CC1=NOC(=C1C1=CC2=C(N(C(N2C)=O)CC2=CC(=CC=C2)F)C=C1)C